N[C@H]1CC=CC[C@@H]1C1=C(C2=NC(=CC(=C2S1)N(CC=1SC=CC1)C)Cl)C#CCCCO 5-(2-((1S,6S)-6-aminocyclohex-3-en-1-yl)-5-chloro-7-(methyl(thiophen-2-ylmethyl)amino)thieno[3,2-b]pyridin-3-yl)pent-4-yn-1-ol